ethyl 4-((5-((7-bromoquinazolin-2-yl)amino)-2-methylphenyl)carbamoyl)benzoate BrC1=CC=C2C=NC(=NC2=C1)NC=1C=CC(=C(C1)NC(=O)C1=CC=C(C(=O)OCC)C=C1)C